ClC=1C=CC=C2C=CC=C(C12)N1CC=2N=C(N=C(C2CC1)N1C[C@H]2CC([C@@H](C1)N2)CCO)OC[C@H]2N(CCC2)C 2-((1R,5S)-3-(7-(8-chloronaphthalen-1-yl)-2-(((S)-1-methylpyrrolidin-2-yl)methoxy)-5,6,7,8-tetrahydropyrido[3,4-d]pyrimidin-4-yl)-3,8-diazabicyclo[3.2.1]octan-6-yl)ethan-1-ol